CC1=CC=C(C=C1)CN1C(CCC1=O)CC(=O)OCCS(=O)C1=CC=C(C=C1)Cl 2-(4-chlorophenyl)sulfinylethyl 2-[1-[(4-methylphenyl)methyl]-5-oxopyrrolidin-2-yl]acetate